7-bromo-3-(difluoromethyl)-1H-1,5-naphthyridin-2-one BrC1=CN=C2C=C(C(NC2=C1)=O)C(F)F